aminoascorbic acid C([C@@H]([C@@]1(C(=C(C(=O)O1)O)O)N)O)O